NC1=C(C=C(N=N1)C1=C(C=CC=C1)O)N1CCC2(CCN(C2)C2=CC(=NC=C2)C#CCN2C=CC=CC=C2)CC1 2-[6-Amino-5-[2-[2-[3-(azepin-1-yl)prop-1-ynyl]-4-pyridinyl]-2,8-diazaspiro[4.5]dec-8-yl]pyridazin-3-yl]phenol